1-((2-(1,5-dimethyl-1H-pyrazol-4-yl)-5H-pyrrolo[3,2-c]pyridin-5-yl)methyl)-1H-benzotriazole CN1N=CC(=C1C)C1=CC2=CN(C=CC2=N1)CN1N=NC2=C1C=CC=C2